C1(=CC=CC=C1)N1N=C(C(=C1)CNC1=C(C(=O)O)C=CN=C1)C=1C=NC=CC1 3-(((1-phenyl-3-(pyridine-3-yl)-1H-pyrazole-4-yl)methyl)amino)isonicotinic acid